tert-butyl (2-((2-aminoethyl)amino)ethyl)carbamate NCCNCCNC(OC(C)(C)C)=O